Cl.C1(=CC=CC=C1)C=1N=C(C2=C(C=NNC2=O)N1)NC1=CC=C(C=C1)CN1CCNCC1 2-Phenyl-4-(4-(piperazin-1-ylmethyl)phenylamino)pyrimido[4,5-d]pyridazin-5(6H)-on Hydrochlorid